S(=O)(=O)([O-])[O-].[Fe+2] iron (2+) sulfate